(((9H-fluoren-9-yl)methoxy)carbonyl)-N5-trityl-L-glutamine C1=CC=CC=2C3=CC=CC=C3C(C12)COC(=O)N[C@@H](CCC(NC(C1=CC=CC=C1)(C1=CC=CC=C1)C1=CC=CC=C1)=O)C(=O)O